ClC=1C=C(C=CC1)C[C@@H]1N(CC([C@@H]1NS(=O)(=O)CC)(F)F)C(=O)OC(C)(C)C tert-butyl (2S,3R)-2-[(3-chlorophenyl)methyl]-3-[(ethanesulfonyl)amino]-4,4-difluoropyrrolidine-1-carboxylate